N1=C2C(=CC=C1N(C(C#CC1COCC1)=O)C1=C(C=C(C(=C1)C)I)C1CC1)CCC2 N-{5H,6H,7H-cyclopenta[b]pyridin-2-yl}-N-(2-cyclopropyl-4-iodo-5-methylphenyl)-3-(oxolan-3-yl)prop-2-ynamide